BrC1=CC(=C(C=C1)N1C(NC(C2=C1N=C(C(=C2)Cl)Cl)=O)=O)C(C)C 1-(4-Bromo-2-isopropylphenyl)-6,7-dichloropyrido[2,3-d]pyrimidine-2,4(1H,3H)-dione